butan-2-yl-isoindoline-1,3-dione CC(CC)N1C(C2=CC=CC=C2C1=O)=O